salicyloylamino-1,2,4-triazole C(C=1C(O)=CC=CC1)(=O)NC1=NNC=N1